(2-(2,4-dioxotetrahydropyrimidin-1(2H)-yl)-1,3-dioxoisoindolin-5-yl)methyl 4-methylbenzenesulfonate CC1=CC=C(C=C1)S(=O)(=O)OCC=1C=C2C(N(C(C2=CC1)=O)N1C(NC(CC1)=O)=O)=O